3-vinyl-5-methyl-1,3-oxazolidin-2-one C(=C)N1C(OC(C1)C)=O